7-Azabenzotriazol-1-yloxytris(dimethylamino)phosphonium hexafluorophosphat F[P-](F)(F)(F)(F)F.N1(N=NC2=C1N=CC=C2)O[P+](N(C)C)(N(C)C)N(C)C